[N+](=O)([O-])C=1C=C(C=CC1)C1(COC1)CC(=O)NN 2-[3-(3-nitrophenyl)oxetan-3-yl]acetylhydrazine